5-[(1S,4S,5R)-5-{[5-cyclopropyl-3-(2,6-dichlorophenyl)-1,2-oxazol-4-yl]methoxy}-2-azabicyclo[2.2.1]heptan-2-yl]-1,3,4-thiadiazole-2-carboxylic acid C1(CC1)C1=C(C(=NO1)C1=C(C=CC=C1Cl)Cl)CO[C@H]1[C@@H]2CN([C@H](C1)C2)C2=NN=C(S2)C(=O)O